(S)-7-bromo-8-fluoro-8'-(fluoromethoxy)-6'-(trifluoromethyl)-3'H-spiro[chroman-4,2'-imidazo[1,2-a]pyridine] BrC1=CC=C2C(=C1F)OCC[C@]21N=C2N(C=C(C=C2OCF)C(F)(F)F)C1